2-(1-phenyl-1H-pyrazol-4-yl)-N-(piperidin-4-yl)-1,3-thiazole-4-carboxamide C1(=CC=CC=C1)N1N=CC(=C1)C=1SC=C(N1)C(=O)NC1CCNCC1